3-(2-hydroxyethyl)-1,2-dimethyl-1H-benzimidazolium bromide [Br-].OCCN1C([NH+](C2=C1C=CC=C2)C)C